CC1=CC=C(C=C1)S(=O)(=O)OCC1=NC(=CC=C1)COS(=O)(=O)C1=CC=C(C=C1)C pyridine-2,6-diylbis(methylene) bis(4-methylbenzenesulfonate)